C(C)OC(CN1CCCCC1)OCC 1-(2,2-diethoxyethyl)piperidin